N-(6-((5-bromo-2-((2-methoxy-5-methyl-4-(4-methylpiperazin-1-yl)phenyl)amino)pyrimidin-4-yl)amino)quinoxalin-5-yl)methanesulfonamide BrC=1C(=NC(=NC1)NC1=C(C=C(C(=C1)C)N1CCN(CC1)C)OC)NC=1C(=C2N=CC=NC2=CC1)NS(=O)(=O)C